1-(4-((4-((2',4'-difluoro-3',4-dimethoxy-[1,1'-biphenyl]-3-yl)amino)-7-methoxyquinazolin-6-yl)oxy)piperidin-1-yl)prop-2-en-1-one FC1=C(C=CC(=C1OC)F)C1=CC(=C(C=C1)OC)NC1=NC=NC2=CC(=C(C=C12)OC1CCN(CC1)C(C=C)=O)OC